N-(1-naphthylmethyl)-N,N-dimethylanilinium C1(=CC=CC2=CC=CC=C12)C[N+](C1=CC=CC=C1)(C)C